(R)-4-amino-N-methyl-N-(6-(trifluoromethyl)-2,3-dihydrobenzo[b]thiophen-3-yl)imidazo[1,5-a]quinoxaline-8-carboxamide NC=1C=2N(C3=CC(=CC=C3N1)C(=O)N([C@@H]1C3=C(SC1)C=C(C=C3)C(F)(F)F)C)C=NC2